(1H-indazol-5-yl)-3-[5-(morpholinomethyl)-1,2,4-oxadiazol-3-yl]imidazo[1,2-b]pyridazin-6-amine N1N=CC2=CC(=CC=C12)C=1N=C2N(N=C(C=C2)N)C1C1=NOC(=N1)CN1CCOCC1